tert-Butyl N-[2-(5-tert-butyl-2-pyridyl)-2-hydroxy-ethyl]carbamate C(C)(C)(C)C=1C=CC(=NC1)C(CNC(OC(C)(C)C)=O)O